tert-butyl N-[(4-ethynyl-3-methoxy-phenyl)methyl]carbamate C(#C)C1=C(C=C(C=C1)CNC(OC(C)(C)C)=O)OC